5-benzyl-N-(1-oxo-9-(3-oxa-9-azaspiro[5.5]undecan-9-yl)-5,6-dihydro-1H,4H-benzo[f][1,2,4]oxadiazolo[4,3-a]azepin-4-yl)-1H-1,2,4-triazole-3-carboxamide C(C1=CC=CC=C1)C1=NC(=NN1)C(=O)NC1C=2N(C3=C(CC1)C=CC(=C3)N3CCC1(CCOCC1)CC3)C(ON2)=O